C1(C(C)=CC(N1CCCCCCCCN1C(C(C)=CC1=O)=O)=O)=O 1,8-bis(citraconimido)octane